3-(2-(2-(2-azidoethoxy)ethoxy)ethoxy)-N-propylpropanamide N(=[N+]=[N-])CCOCCOCCOCCC(=O)NCCC